COC1=CC=C(C=C1)C1=NOC(=N1)N1CCC(CC1)C(=O)NCC1=CN=C(S1)C(F)(F)F 1-(3-(4-Methoxyphenyl)-1,2,4-oxadiazol-5-yl)-N-((2-(trifluoromethyl)thiazol-5-yl)methyl)piperidine-4-carboxamide